(1R,2R,6S)-2-azido-6-(4-fluoro-1H-indazol-1-yl)cyclohexanol N(=[N+]=[N-])[C@H]1[C@@H]([C@H](CCC1)N1N=CC2=C(C=CC=C12)F)O